3-[4-[4-(4-piperidylmethyl)piperazin-1-yl]anilino]piperidine-2,6-dione trihydrochloride Cl.Cl.Cl.N1CCC(CC1)CN1CCN(CC1)C1=CC=C(NC2C(NC(CC2)=O)=O)C=C1